4-(4-((1R,5S)-3,8-diazabicyclo[3.2.1]octan-3-yl)-8-fluoro-2-(3-hydroxypropoxy)quinazolin-7-yl)naphthalen-2-ol [C@H]12CN(C[C@H](CC1)N2)C2=NC(=NC1=C(C(=CC=C21)C2=CC(=CC1=CC=CC=C21)O)F)OCCCO